N-ethylimidazole sodium nitrate [N+](=O)([O-])[O-].[Na+].C(C)N1C=NC=C1